6-chloro-7-(5,6-dihydrocyclopenta[c]pyrazol-1(4H)-yl)-1H-indole ClC1=CC=C2C=CNC2=C1N1N=CC2=C1CCC2